NC1=NC(N(C=C1C)[C@@H]1O[C@]2(CN[C@@H]1[C@@H]2O)COC(C2=CC=CC=C2)(C2=CC=C(C=C2)OC)C2=CC=C(C=C2)OC)=O 4-Amino-1-[(1R,3R,4R,7S)-1-[[bis(4-methoxyphenyl)-phenylmethoxy]methyl]-7-hydroxy-2-oxa-5-azabicyclo[2.2.1]heptan-3-yl]-5-methyl-pyrimidin-2-one